rac-N-(4-((1R,6S)-2,5-diazabicyclo[4.2.0]octan-2-yl)-2-fluorophenyl)-7-methoxy-2-methylimidazo[1,2-a]pyridine-6-carboxamide [C@@H]12N(CCN[C@H]2CC1)C1=CC(=C(C=C1)NC(=O)C=1C(=CC=2N(C1)C=C(N2)C)OC)F |r|